tert-Butyl 3-(4-(3-(((allyloxy)carbonyl)amino)-1-(3-((tert-butoxycarbonyl)-amino)propyl)-1H-pyrazol-4-yl)phenoxy)-2-((1,3-dioxoisoindolin-2-yl)oxy)propanoate C(C=C)OC(=O)NC1=NN(C=C1C1=CC=C(OCC(C(=O)OC(C)(C)C)ON2C(C3=CC=CC=C3C2=O)=O)C=C1)CCCNC(=O)OC(C)(C)C